ClCC(CC1=CC(=C(C(=C1)OC)OC)OC)N 1-chloro-3-(3,4,5-trimethoxyphenyl)propan-2-amine